O[C@](C[C@@H]1[C@H](O1)[C@H](C)[C@H](CC)O)(C#C)C (2R,3S)-2-((2R,3R)-3-((R)-2-hydroxy-2-methylbutan-3-yn-1-yl)oxiran-2-yl)pentan-3-ol